phenyl (4-fluorophenyl)(methyl)carbamate FC1=CC=C(C=C1)N(C(OC1=CC=CC=C1)=O)C